N[C@H](C(=O)O)C[C@H]1C(NCC1)=O (S)-2-amino-3-((S)-2-oxopyrrolidin-3-yl)propionic acid